resorcinol toluate C=1(C(=CC=CC1)C(=O)OC1=CC(O)=CC=C1)C